C(C)(=O)N1C(C(C=C1C1=CC=CC=C1)(C)CS(=O)(=O)C=1C=CC=2N(C3=CC=CC=C3C2C1)CC)=O 1-acetyl-3-(((9-ethyl-9H-carbazole-3-yl)sulfonyl)methyl)-3-methyl-5-phenyl-1,3-dihydro-2H-pyrrole-2-one